2,4,8,10-tetraoxaspiro[5.5]undecaneOne C1(OCOCC12COCOC2)=O